1-(1-((2,3-dimethyl-3a,8b-dihydro-1H-benzo[b]cyclopenta[d]thiophen-1-yl)dimethylsilyl)-2-methyl-1H-inden-4-yl)-1,2,3,4-tetrahydroquinoline zirconium dichloride [Cl-].[Cl-].[Zr+2].CC1=C(C2C(C3=C(S2)C=CC=C3)C1[Si](C1C(=CC3=C(C=CC=C13)N1CCCC3=CC=CC=C13)C)(C)C)C